(S)-4-(1-Phenylethoxy)benzoic acid methyl ester COC(C1=CC=C(C=C1)O[C@@H](C)C1=CC=CC=C1)=O